2-Chloro-4-(Piperazin-1-yl)benzaldehyde ClC1=C(C=O)C=CC(=C1)N1CCNCC1